FC=1C=NC(N(C1)C1=CC=C(C=C1)C)N1C(=NC2=C1C=C(C=C2)[N+](=O)[O-])C 5-fluoro-2-(2-methyl-6-nitro-1H-benzimidazol-1-yl)-N-(4-methylphenyl)pyrimidine